COC1=CC=C(C=C1)C(OCC1(CCN(CC1)C(CCCCCNC(CCCCC#C)=O)=O)CO)(C1=CC=CC=C1)C1=CC=C(C=C1)OC N-(6-(4-((bis(4-methoxyphenyl)(phenyl)methoxy)methyl)-4-(hydroxymethyl)piperidin-1-yl)-6-oxohexyl)hept-6-ynamide